citric acid, monopotassium salt [K+].C(CC(O)(C(=O)O)CC(=O)O)(=O)[O-]